(3,4-dihydroquinolin-1(2H)-yl)(4-methyl-5-phenylpyridin-3-yl)methanone N1(CCCC2=CC=CC=C12)C(=O)C=1C=NC=C(C1C)C1=CC=CC=C1